methyl 2-(chloromethyl)oxazole-4-carboxylate ClCC=1OC=C(N1)C(=O)OC